C(C)(C)(C)OC(=O)N1C2(CC2)COCC1C1=CC=C(C=C1)Br 5-(4-bromophenyl)-7-oxa-4-azaspiro[2.5]octane-4-carboxylic acid tert-butyl ester